N-Ethyl-pyrrolidine C(C)N1CCCC1